N-(3,3-difluoro-2,3-dihydro-1H-benzo[d]pyrrolo[1,2-a]imidazol-5-yl)-4-(2-hydroxyethylsulfonylamino)-2-(6-azaspiro[2.5]oct-6-yl)benzamide FC1(CCN2C1=NC1=C2C=CC=C1NC(C1=C(C=C(C=C1)NS(=O)(=O)CCO)N1CCC2(CC2)CC1)=O)F